O1[C@H](COCC1)CN1N=C2C3=C(C[C@@H](C2=C1)C)OC(=C3C(F)(F)F)C(=O)NCC=3SC=CN3 (4S)-2-{[(2S)-1,4-dioxan-2-yl]methyl}-4-methyl-N-[(1,3-thiazol-2-yl)methyl]-8-(trifluoromethyl)-4,5-dihydro-2H-furo[2,3-g]indazole-7-carboxamide